[Si](C1=CC=CC=C1)(C1=CC=CC=C1)(C(C)(C)C)OC1CCOC1 4-((tert-butyldiphenylsilyl)oxy)tetrahydrofuran